C[C@H]1N(C[C@@H]2NCC[C@@H]21)C(=O)[O-] |r| rac-(3aS,4R,6aR)-4-methylhexahydropyrrolo[3,4-b]pyrrole-5(1H)-carboxylate